C(C1CO1)OCCCC[Si](OCC)(C)C 3-glycidoxypropyl-trimethyl-(ethoxy)silane